1-(4-iodobenzyl)pyridin-2(1H)-one IC1=CC=C(CN2C(C=CC=C2)=O)C=C1